tert-butyl 4-((4-(6-(2,3-difluorophenoxy)hexyl)phenyl)carbamoyl)piperazine-1-carboxylate FC1=C(OCCCCCCC2=CC=C(C=C2)NC(=O)N2CCN(CC2)C(=O)OC(C)(C)C)C=CC=C1F